CN(C1CN(CC1)C1=CC=C2C(=N1)SC(=N2)C(=O)NC=2C=CC=1N(C2)C=C(N1)C)C 5-[3-(dimethylamino)pyrrolidin-1-yl]-N-(2-methylimidazo[1,2-a]pyridin-6-yl)thiazolo[5,4-b]pyridine-2-carboxamide